(S)-2-((((9H-fluoren-9-yl)methoxy)carbonyl)amino)-N-(2-oxo-2-(2,2,2-tribromoethoxy)ethyl)propan-1-amine C1=CC=CC=2C3=CC=CC=C3C(C12)COC(=O)N[C@H](CNCC(OCC(Br)(Br)Br)=O)C